CC(C)C1=C(C=CC=C1)C=1N=CC2=C(N1)NC(C2)=O 2-[2-(propan-2-yl)phenyl]-5H,6H,7H-pyrrolo[2,3-d]pyrimidin-6-one